4-bromo-2-nitro-1-((2-(trimethylsilyl)ethoxy)methyl)-1H-imidazole BrC=1N=C(N(C1)COCC[Si](C)(C)C)[N+](=O)[O-]